Methyl 4-bromo-5-(methoxy-d3)-2-nitrobenzoate BrC1=CC(=C(C(=O)OC)C=C1OC([2H])([2H])[2H])[N+](=O)[O-]